4-((4-((4-((2H-tetrazol-5-yl)methyl)piperidin-1-yl)methyl)phenyl)amino)-2-(1-(2-isocyanoacetyl)piperidin-4-yl)pyrimido[4,5-d]pyridazin-5(6H)-one N=1NN=NC1CC1CCN(CC1)CC1=CC=C(C=C1)NC1=NC(=NC=2C=NNC(C21)=O)C2CCN(CC2)C(C[N+]#[C-])=O